dimethyl-dioleoyloxypropylammonium bromide [Br-].C[NH+](CCC(OC(CCCCCCC\C=C/CCCCCCCC)=O)OC(CCCCCCC\C=C/CCCCCCCC)=O)C